7-methoxy-4-oxo-2-(3,4-dihydroxyphenyl)-2,3-dihydro-4H-chromene COC1=CC=C2C(CC(OC2=C1)C1=CC(=C(C=C1)O)O)=O